NC=1C=2N(C=CN1)C(=NC2C2=CC=C(C=C2)[C@](C)(O)C2=CC(=CC=C2)C2CC2)[C@H]2CN1C(CC[C@@H]1CC2)=O (6R,8aS)-6-(8-amino-1-{4-[(1S)-1-(3-cyclopropylphenyl)-1-hydroxyethyl]phenyl}imidazo[1,5-a]pyrazin-3-yl)hexahydroindolizin-3(2H)-one